[N+](=O)([O-])C1=CC=C(C=C1)N1N=NC2=C1C(C1=C(C2=O)SC=C1)=O 1-(4-nitrophenyl)-1H-thieno[2',3':4,5]benzo[1,2-d][1,2,3]triazole-4,8-dione